[1,2,4]triazine-6-carbaldehyde N1=NC=NC=C1C=O